C(C)OC(=O)C1(CN(CC1)CC1=CC=CC=C1)COC=1C(=NC(=CC1)C)Cl 1-Benzyl-3-{[(2-chloro-6-methylpyridin-3-yl)oxy]methyl}pyrrolidine-3-carboxylic acid ethyl ester